(1-(2-Chloropyrimidin-4-yl)cyclopropyl)carbamic acid tert-butyl ester C(C)(C)(C)OC(NC1(CC1)C1=NC(=NC=C1)Cl)=O